4-cyano-4'-ethylbiphenyl C(#N)C1=CC=C(C=C1)C1=CC=C(C=C1)CC